N=1N(N=CC1)C1=C(C=C(C=N1)NC(C1=C(C=C(C(=C1)F)C1=C(C=NC=C1C1=CC=CC=C1)N)Cl)=O)C(F)(F)F N-(6-(2H-1,2,3-triazol-2-yl)-5-(trifluoromethyl)pyridin-3-yl)-4-(3-amino-5-phenylpyridin-4-yl)-2-chloro-5-fluorobenzamide